(R)-2-(6-(2,5-dichloropyrimidin-4-yl)-3-oxo-1H-pyrrolo[1,2-c]imidazol-2(3H)-yl)-propionic acid tert-butyl ester C(C)(C)(C)OC([C@@H](C)N1C(N2C(C1)=CC(=C2)C2=NC(=NC=C2Cl)Cl)=O)=O